FC=1C=C(OC2=NC=CC=C2C=2C3=C(C(N(C2)C)=O)NC=C3)C=C(C1)F 4-(2-(3,5-difluorophenoxy)pyridin-3-yl)-6-methyl-1,6-dihydro-7H-pyrrolo[2,3-c]pyridin-7-one